CC(CCC1=CC=CC=C1C(=O)O)CC 6-(3-methylpentyl)benzoic acid